2-Amino-N-((4-(1-((4-chloro-1H-indol-2-yl)methyl)-3,7-dimethyl-2,6-dioxo-2,3,6,7-tetrahydro-1H-purin-8-ylamino)pyrimidin-2-yl)methyl)acetamide NCC(=O)NCC1=NC=CC(=N1)NC1=NC=2N(C(N(C(C2N1C)=O)CC=1NC2=CC=CC(=C2C1)Cl)=O)C